C(CC)N(CCCNC(=S)NC=1C=C2C(=CC(=NC2=CC1)N1CCN(CC1)C)C)CCC 1-(3-(dipropylamino)propyl)-3-(4-methyl-2-(4-methylpiperazin-1-yl)quinolin-6-yl)thiourea